2-azabicyclo[2.2.1]heptan-4-amine C12NCC(CC1)(C2)N